3-[5-[2-(7-azaspiro[3.5]nonan-2-yl)ethyl]3-methyl-2-oxo-benzimidazol-1-yl]piperidine-2,6-dione C1C(CC12CCNCC2)CCC2=CC1=C(N(C(N1C)=O)C1C(NC(CC1)=O)=O)C=C2